tert-butyl (2S,3R)-2-benzyl-3-(cyclopropylmethoxy)pyrrolidine-1-carboxylate C(C1=CC=CC=C1)[C@@H]1N(CC[C@H]1OCC1CC1)C(=O)OC(C)(C)C